C(C)(C)(C)OC(CN1N=C2C=CC=C(C2=C1)C=1C=C(O[C@H]2C[C@H](N(C2)C(=O)C=2C=NN(C2)C2=C(C=C(C=C2)F)Cl)C(=O)OC)C=CC1)=O methyl (2S,4S)-4-[3-[2-(2-tert-butoxy-2-oxo-ethyl)indazol-4-yl]phenoxy]-1-[1-(2-chloro-4-fluoro-phenyl)pyrazole-4-carbonyl]pyrrolidine-2-carboxylate